(4-{5-[5-Fluoro-6-(2-methoxy-ethoxy)-1H-indazol-3-yl]-isoxazol-3-yl}-2-methyl-phenyl)-(6-oxa-1-aza-spiro[3.3]hept-1-yl)-methanone FC=1C=C2C(=NNC2=CC1OCCOC)C1=CC(=NO1)C1=CC(=C(C=C1)C(=O)N1CCC12COC2)C